[2-[3-ethylsulfonyl-5-(2-pyridyloxy)-2-pyridyl]-1,3-benzoxazol-5-yl]-imino-oxo-(trifluoromethyl)-lambda6-Sulfane C(C)S(=O)(=O)C=1C(=NC=C(C1)OC1=NC=CC=C1)C=1OC2=C(N1)C=C(C=C2)S(C(F)(F)F)(=O)=N